BrC1=CC=C(C=C1)C=1C(N(CCC1)S(=O)(=O)C1=CC=C(C)C=C1)=O (4-bromophenyl)-1-p-toluenesulfonyl-5,6-dihydropyridin-2(1H)-one